(1R,3S,5R)-2-(2-(4-amino-6-nitro-9H-pyrimido[4,5-b]indol-9-yl)acetyl)-N-(6-bromopyridin-2-yl)-2-azabicyclo[3.1.0]hexane-3-carboxamide NC1=NC=NC=2N(C3=CC=C(C=C3C21)[N+](=O)[O-])CC(=O)N2[C@@H]1C[C@@H]1C[C@H]2C(=O)NC2=NC(=CC=C2)Br